C1(=CC=CC=C1)C(C=O)=CC 2-phenyl-2-Butenal